2,6,8-trishydroxypurine tert-butyl-1-oxa-6-azaspiro[2.5]octane-6-carboxylate C(C)(C)(C)OC(=O)N1CCC2(CO2)CC1.OC1=NC(=C2NC(=NC2=N1)O)O